COC1=C(CN(C(OC(C)(C)C)=O)CC=2C=NN3N=CC=NC32)C=CC(=C1)OC tert-butyl (2,4-dimethoxybenzyl)(pyrazolo[1,5-b][1,2,4]triazin-8-ylmethyl)carbamate